FC1(CCC(CC1)C1=NC=CC(=C1NC(=O)C=1C=NC(=NC1)OC(C)C)C1=NC=C(C=C1F)F)F N-(2'-(4,4-difluorocyclohexyl)-3,5-difluoro-[2,4'-bipyridine]-3'-yl)-2-isopropoxypyrimidine-5-carboxamide